tert-butyl (4-cyano-2-(4-(1,3-dioxoisoindolin-2-yl)butoxy)benzyl)carbamate C(#N)C1=CC(=C(CNC(OC(C)(C)C)=O)C=C1)OCCCCN1C(C2=CC=CC=C2C1=O)=O